(S)-N-(1-(3-(difluoro(1-isopropylazetidin-3-yl)methyl)-2-fluorophenyl)ethylidene)-2-methylpropane-2-sulfinamide FC(C=1C(=C(C=CC1)C(C)=N[S@@](=O)C(C)(C)C)F)(C1CN(C1)C(C)C)F